ClC1=C(C=CC=C1)C=1C(=NN2C1CC(CC2)O)C(=O)OC methyl 3-(2-chlorophenyl)-5-hydroxy-4,5,6,7-tetrahydropyrazolo[1,5-a]pyridine-2-carboxylate